4-(((R)-1-cyanoethyl)amino)-6-(3-cyanopyrrolo[1,2-b]pyridazin-7-yl)-N-((R)-2-fluoro-3-hydroxy-3-methylbutyl)nicotinamide sulfate salt S(=O)(=O)(O)O.C(#N)[C@@H](C)NC1=CC(=NC=C1C(=O)NC[C@H](C(C)(C)O)F)C1=CC=C2N1N=CC(=C2)C#N